[4-(azetidine-3-carbonyl)piperazin-1-yl]-(4,5-dichloro-1H-indol-2-yl)methanone N1CC(C1)C(=O)N1CCN(CC1)C(=O)C=1NC2=CC=C(C(=C2C1)Cl)Cl